5'-(4-amino-2,6-dichlorophenoxy)-6'-methyl-1'H-spiro[cyclobutane-1,3'-indol]-2'-one NC1=CC(=C(OC=2C=C3C4(C(NC3=CC2C)=O)CCC4)C(=C1)Cl)Cl